C(C)(C)(C)NC=1C2=C(N=C(N1)C1=C(C=NC=C1)Cl)C=NC=C2 N-tert-butyl-2-(3-chloropyridin-4-yl)pyrido[3,4-d]pyrimidin-4-amine